CN(C(C1=C(C=CC(=C1)C)C)=O)CCC1=CC=CC=C1 N,2,5-trimethyl-N-phenethyl-benzamide